CN1C(CCC2=CC=CC=C12)=O 1-methyl-3,4-dihydro-1H-quinolin-2-one